2-iodo-3-(methoxymethoxy)-5-(triazol-1-yl)pyridine IC1=NC=C(C=C1OCOC)N1N=NC=C1